5-(5-Fluoro-3-methylthiophen-2-yl)-1H-tetrazole FC1=CC(=C(S1)C1=NN=NN1)C